FC(COC1CN(C1)C=1C=C2C(N(C(C2=CC1)=O)C1C(NC(CC1)=O)=O)=O)(COCCCOC1CC(C1)OC1=NC=C(C=C1)C=1C=CC=2C3=C(N(C2C1)C)C=CN=C3)F 5-(3-(2,2-difluoro-3-(3-((1r,3r)-3-((5-(5-methyl-5H-pyrido[4,3-b]indol-7-yl)pyridin-2-yl)oxy)cyclobutoxy)propoxy)propoxy)azetidin-1-yl)-2-(2,6-dioxopiperidin-3-yl)isoindoline-1,3-dione